(3-iodophenyl)dihydropyrimidine-2,4(1H,3H)-dione IC=1C=C(C=CC1)N1C(NC(CC1)=O)=O